N,N-diethoxy-para-aminobenzoic acid ethyl ester C(C)OC(C1=CC=C(C=C1)N(OCC)OCC)=O